ethyl 2-amino-2-methylhex-5-enoate NC(C(=O)OCC)(CCC=C)C